BrC1=CC(=C(C#N)C(=C1)C)N1CCC(CC1)(F)F 4-bromo-2-(4,4-difluoropiperidin-1-yl)-6-methyl-benzonitrile